rac-(3R*,4R*)-4-Amino-1-cyclopropylmethyl-piperidine-3-carboxylic Acid (1-pyridin-2-yl-cyclopropyl)-amide, Dihydrochloride Cl.Cl.N1=C(C=CC=C1)C1(CC1)NC(=O)[C@@H]1CN(CC[C@H]1N)CC1CC1 |r|